C1(CC1)C=1N=NN(C1)[C@H](C(=O)N1[C@@H](C[C@H](C1)O)C(=O)NCC1=C(C=C(C=C1)N1CC(NCC1)=O)C)C(C)(C)C (2S,4R)-1-[(2S)-2-(4-cyclopropyltriazol-1-yl)-3,3-dimethyl-butanoyl]-4-hydroxy-N-[[2-methyl-4-(3-oxopiperazin-1-yl)phenyl]methyl]pyrrolidine-2-carboxamide